1-methyl-3-(1,2-oxazol-4-yl)-4-{[4-(piperidine-1-carbonyl)phenyl]methoxy}pyridin-2-one CN1C(C(=C(C=C1)OCC1=CC=C(C=C1)C(=O)N1CCCCC1)C=1C=NOC1)=O